4-tert-butyl-3-(2,6-diazaspiro[3.3]heptan-2-ylmethyl)isoxazole C(C)(C)(C)C=1C(=NOC1)CN1CC2(C1)CNC2